2-(((2-chlorophenyl)amino)(4-nitrophenyl)methyl)cyclohexane-1-one ClC1=C(C=CC=C1)NC(C1C(CCCC1)=O)C1=CC=C(C=C1)[N+](=O)[O-]